CC1=C(C(=NC=2N1C(NN2)=O)N2CC1=C(CC2)N=C(S1)C1(CC1)C)C 5,6-dimethyl-7-(2-(1-methylcyclopropyl)-6,7-dihydrothiazolo[5,4-c]pyridin-5(4H)-yl)-[1,2,4]triazolo[4,3-a]pyrimidin-3(2H)-one